6-((5-methoxypyridin-2-yl)sulfonyl)phthalazin COC=1C=CC(=NC1)S(=O)(=O)C=1C=C2C=NN=CC2=CC1